O1[C@@H](COC2=NC=CC=C21)CN2N=C1C3=C(CCC1=C2)OC(=C3C)C(=O)NC[C@H]3OCCC3 2-[(2R)-2,3-Dihydro[1,4]dioxino[2,3-b]pyridin-2-ylmethyl]-8-methyl-N-[(2S)-tetrahydrofuran-2-ylmethyl]-4,5-dihydro-2H-furo[2,3-g]indazol-7-carboxamid